(R)-2-(6-((1'-(2-Aminoethyl)-[1,4'-bipiperidin]-3-yl)amino)-4-methylpyridazin-3-yl)-5-(trifluoromethyl)phenol NCCN1CCC(CC1)N1C[C@@H](CCC1)NC1=CC(=C(N=N1)C1=C(C=C(C=C1)C(F)(F)F)O)C